C(C)(=O)C1=C(C#N)C=CC(=C1)N1C=C(C=2C(C(CCC12)(F)F)O)C(F)(F)F 2-acetyl-4-(5,5-difluoro-4-hydroxy-3-(trifluoromethyl)-4,5,6,7-tetrahydro-1H-indol-1-yl)benzonitrile